N-(2,2-difluoroethyl)-5-fluoro-N-isopropyl-2-((4-(7-(((2S,5R)-5-(sulfamoylamino)tetrahydro-2H-pyran-2-yl)methyl)-2,7-diazaspiro[3.5]nonan-2-yl)pyrimidin-5-yl)oxy)benzamide FC(CN(C(C1=C(C=CC(=C1)F)OC=1C(=NC=NC1)N1CC2(C1)CCN(CC2)C[C@H]2OC[C@@H](CC2)NS(N)(=O)=O)=O)C(C)C)F